ClC1=C(C=CC(=C1)C(F)(F)F)NC(CN1C(=C(C(N2N=C(N=C12)C1=CN2C=CN=C2N=C1)=O)N1CCN(CC1)C(=O)C1=NC=NC(=C1O)C)CC)=O N-[2-chloro-4-(trifluoromethyl)phenyl](6-ethyl-5-{4-[(5-hydroxy-6-methyl-4-pyrimidinyl)carbonyl]-1-piperazinyl}-4-oxo-7H-1,1',3,3a,3a',7,7'-heptaaza-2,5'-biindenyl-7-yl)acetamide